BrC=1C=NC=C(N1)Cl 3-bromo-5-chloropyrazin